ClC=1N=CC2=C(N1)N(C(=C2)C2CC2)C2=CC=CC(=N2)NS(=O)(=O)C (N-(6-(2-chloro-6-cyclopropyl-7H-pyrrolo[2,3-d]pyrimidin-7-yl)pyridin-2-yl))methanesulfonamide